CC1=CN(C2=CC=C(C=C12)S(=O)(=O)N1CCCCC1)C(C(=O)N)C 2-[3-methyl-5-(1-piperidylsulfonyl)indol-1-yl]propanamide